C(C)(=O)N(N(C(=O)C1=CC=2C3=C(C(=NC2C=C1)N)N(N=C3)C)CC3=C(C=C(C=C3)C(F)(F)F)F)C N'-acetyl-4-amino-N-(2-fluoro-4-(trifluoromethyl)benzyl)-N',3-dimethyl-3H-pyrazolo[3,4-c]quinoline-8-carbohydrazide